isothiazolo[3,4-d]triazole N1=NN=C2C1=CSN2